5-(Azetidin-2-ylmethoxy)-2-methyl-N-(1-(7-(3-methylstyryl)quinolin-5-yl)cyclopropyl)benzamide N1C(CC1)COC=1C=CC(=C(C(=O)NC2(CC2)C2=C3C=CC=NC3=CC(=C2)C=CC2=CC(=CC=C2)C)C1)C